FC(S(=O)(=O)[O-])(F)F.C1(=CC=CC=C1)[S+](C1=CC=C(C=C1)OCCCC)C1=CC=CC=C1 diphenyl-4-butoxyphenylsulfonium trifluoromethanesulfonate